C(C)C(C(C)N)(N)CC diethyl-1,2-diaminopropane